ClC1=CC(=C(COC2=CC=CC(=N2)N2C[C@@H](N(CC2)CC2=NC=3C(=NC(=CC3)C(=O)O)N2C[C@H]2OCC2)C)C=C1)F 2-{[(2S)-4-{6-[(4-chloro-2-fluorobenzyl)oxy]pyridin-2-yl}-2-methylpiperazin-1-yl]methyl}-3-[(2S)-oxetan-2-ylmethyl]-3H-imidazo[4,5-b]pyridine-5-carboxylic acid